COC=1C=C(C=O)C(=CN1)OCC=1C(=NC=CC1)C1=CC=NN1CC(F)(F)F 2-methoxy-5-((2-(1-(2,2,2-trifluoroethyl)-1H-pyrazol-5-yl)pyridin-3-yl)methoxy)isonicotinaldehyde